ClC=1C=C2C(=NC=NC2=C(C1)C(F)(F)F)N[C@@H](C)C=1N(N=CN1)C1=NC=NC(=C1)NOC 6-chloro-N-[(1S)-1-[2-[6-(methoxyamino)pyrimidin-4-yl]-1,2,4-triazol-3-yl]ethyl]-8-(trifluoromethyl)quinazolin-4-amine